CC1=C(C(=CC=C1)C)N=CC1=C(O[Ru])C=CC=C1 (((2,6-dimethylphenyl-imino)methyl)phenoxy)ruthenium